BrC=1SC=C(C1C(=O)OCC)C(F)(F)F ethyl 2-bromo-4-(trifluoromethyl)thiophene-3-carboxylate